(2-(1,3-dimethyl-1H-pyrazol-4-yl)thiazol-5-yl)methanone CN1N=C(C(=C1)C=1SC(=CN1)C=O)C